ClC1=CC2=C(N(N=C2C=C1)[C@@H](C)C1CCC(CC1)C1=CC=NC2=CC=C(C=C12)F)OC 4-((1S,4s)-4-((R)-1-(5-chloro-3-methoxy-2H-indazol-2-yl)ethyl)cyclohexyl)-6-fluoroquinoline